2-((1H-pyrazol-3-yl)methyl)-6-((5-chlorooxazol-4-yl)methyl)-4-methyl-4H-thiazolo[5',4':4,5]pyrrolo[2,3-d]pyridazin-5(6H)-one N1N=C(C=C1)CC=1SC2=C(N(C=3C(N(N=CC32)CC=3N=COC3Cl)=O)C)N1